BrC1=CC=C(C=C1)C1=C2C=CC=CC2=C(C2=CC=CC=C12)C#N 10-(4-bromophenyl)anthracene-9-carbonitrile